[Si](C)(C)(C(C)(C)C)C[Si](C)(C(C)(C)C)Cl TBDMSTert-Butyldimethylsilyl chloride